2-(5-{[(1-tert-butyl-1H-pyrazol-3-yl)amino]methyl}-1,2,4-oxadiazol-3-yl)-N-[(3S,4R)-3-fluoro-1-methylpiperidin-4-yl]-1-(2,2,2-trifluoroethyl)-1H-indol-4-amine C(C)(C)(C)N1N=C(C=C1)NCC1=NC(=NO1)C=1N(C=2C=CC=C(C2C1)N[C@H]1[C@H](CN(CC1)C)F)CC(F)(F)F